C(C)OC(=O)C1C2CC3=C(C=NC(=C3)O)C21C.C(C=C)[Si](C)(C)C(C)(C)C allyl-(t-butyl)dimethylsilane ethyl-3-hydroxy-6a-methyl-5,5a,6,6a-tetrahydrocyclopropa[4,5]cyclopenta[1,2-c]pyridine-6-carboxylate